C(#C)C=1C(=CC=C2C=C(C=C(C12)C1=C(C2=C(C=N1)C(=NN2C)C=2C1CN(C(C2)CC1)C(=O)OC(C)(C)C)F)OCOC)F tert-butyl 5-[6-[8-ethynyl-7-fluoro-3-(methoxymethoxy)-1-naphthyl]-7-fluoro-1-methyl-pyrazolo[4,3-c]pyridin-3-yl]-2-azabicyclo[2.2.2]oct-5-ene-2-carboxylate